HEX-3-EN-1-YL 2-METHYLBUTANOATE CC(C(=O)OCCC=CCC)CC